C(CCCCCCC\C=C/C[C@H](O)CCCCCC)C(C(=O)O)CCCCCC\C=C/C[C@H](O)CCCCCC Ricinoleyl-(ricinoleic acid)